N1(CCCC1)[C@H]1COC2=CC=CC=C2[C@@H]1NC1=CC=CC=2NC(=NC21)C(F)(F)F N-((3R,4S)-3-(PYRROLIDIN-1-YL)CHROMAN-4-YL)-2-(TRIFLUOROMETHYL)-1H-BENZO[D]IMIDAZOL-4-AMINE